N[C@@H]1CN(CC1)C(=O)C=1C=CC(=C(C1)C1=CC(=C(C#N)C=C1)F)C1=C(C=C(C=C1)CC(C)(C)O)F 4-[5-[(3S)-3-Aminopyrrolidin-1-carbonyl]-2-[2-Fluoro-4-(2-Hydroxy-2-MethylPropyl)Phenyl]Phenyl]-2-Fluoro-Benzonitril